CN1C=CC2=CC=C(C=C12)C=1C=C(C=C2N=CC=NC12)NC=1CN(C=CC1)C1CC(NCC1)=O 3-{[8-(1-methyl-1H-indol-6-yl)quinoxalin-6-yl]amino}-N-(2-oxopiperidin-4-yl)pyridine